2-(3,4-dihydroxyphenyl)propionamide OC=1C=C(C=CC1O)C(C(=O)N)C